OCCNCCCN N-(2-hydroxyethyl)propane-1,3-diamine